L-2-phenylimidazole C1(=CC=CC=C1)C=1NC=CN1